(4-benzylpiperazin-1-yl)methanon C(C1=CC=CC=C1)N1CCN(CC1)C=O